N-(6-(6-chloropyridin-3-yl)-1-(4-fluorophenyl)-1H-pyrazolo[3,4-d]pyrimidin-4-yl)-5-nitrothiophene-2-carboxamide ClC1=CC=C(C=N1)C1=NC(=C2C(=N1)N(N=C2)C2=CC=C(C=C2)F)NC(=O)C=2SC(=CC2)[N+](=O)[O-]